FS(C1=CC=C(N)C=C1)(F)(F)(F)F 4-(pentafluoro-lambda6-sulfanyl)aniline